NC1=NC=C2N(C(N(C2=N1)[C@@H]1O[C@@H](C[C@H]1O)CO)=O)CC=1C=CSC1 4-((2-Amino-9-((2R,3R,5S)-3-hydroxy-5-(hydroxymethyl)tetrahydrofuran-2-yl)-8-oxo-8,9-dihydro-7H-purin-7-yl)methyl)thiophen